C(C)(C)(C)OC(=O)N[C@H](C(=O)OC)C[C@H](C(=O)OC)[C@H](CO[Si](C)(C)C(C)(C)C)C=C dimethyl (2S,4S)-2-((tert-butoxycarbonyl)amino)-4-((R)-1-((tert-butyldimethylsilyl)oxy)but-3-en-2-yl)pentanedioate